C(C)(C)(C)OC1=C(C=CC=C1)O tertiary butyloxyphenol